[Ru+2].ClC1=C(CCCCC=C1)C1(C(=C(C(=C1C)C)C)C)C chloro(pentamethylcyclopentadienyl)(cyclooctadiene) ruthenium (II)